[3-(1-AMINOPHTHALAZIN-6-YL)-4-METHOXYPHENYL]BORONIC ACID FORMIC ACID SALT C(=O)O.NC1=NN=CC2=CC(=CC=C12)C=1C=C(C=CC1OC)B(O)O